O=C1NC(CCC1C1=NN(C2=C(C=CC=C12)N1CCN(CC1)C[C@@H]1[C@H](CN(CC1)C(=O)OC(C)(C)C)F)C)=O tert-butyl (3r,4r)-4-((4-(3-(2,6-dioxopiperidin-3-yl)-1-methyl-1H-indazol-7-yl) piperazin-1-yl) methyl)-3-fluoropiperidine-1-carboxylate